(5-methoxy-1-phenyl-1H-benzo[g]indazol-3-yl)methanol COC=1C=C2C(=NN(C2=C2C1C=CC=C2)C2=CC=CC=C2)CO